ClC=1C=C(C=C2C(=NC=NC12)N[C@@H](C)C1=NC=NN1C1=CC(=NC=N1)C#N)I 6-[5-[(1S)-1-[(8-chloro-6-iodo-quinazolin-4-yl)amino]ethyl]-1,2,4-triazol-1-yl]pyrimidine-4-carbonitrile